3,4-dichlorobenzamide ClC=1C=C(C(=O)N)C=CC1Cl